(Z)-4,8-dimethylnon-3-enal C/C(=C/CC=O)/CCCC(C)C